1-methyl-5-(4-(4-methylpiperazin-1-yl)benzylidene)-2-selenoxo-3-(4-tolyl)-imidazolin-4-one CN1C(N(C(C1=CC1=CC=C(C=C1)N1CCN(CC1)C)=O)C1=CC=C(C=C1)C)=[Se]